(S)-4-chloro-3-(4-(2-(4,4-difluorocyclohexyl)-2-(1,2,3,4-tetrahydropyrrolo[1,2-a]pyrazine-6-carboxamido)acetamido)phenyl)-2-methylpyridine 1-oxide ClC1=C(C(=[N+](C=C1)[O-])C)C1=CC=C(C=C1)NC([C@@H](NC(=O)C1=CC=C2N1CCNC2)C2CCC(CC2)(F)F)=O